C1(=CC=CC=C1)C1(CC1)C(=O)N[C@@H](CCO[C@@H]1C[C@H](C1)CCC1=NC=2NCCCC2C=C1)C(=O)O N-(1-phenylcyclopropane-1-carbonyl)-O-(trans-3-(2-(5,6,7,8-tetrahydro-1,8-naphthyridin-2-yl)ethyl)cyclobutyl)homoserine